CC1=C(C=C(C(=O)O)C=C1)NS(=O)(=O)C1=CC=C(C=C1)C1CC1 4-methyl-3-((4-cyclopropylphenyl)sulfonamido)benzoic acid